indentrione C1(C(C(C2=CC=CC=C12)=O)=O)=O